BrC=1C=C2C(=NC1OCC(C)N)N(C=C2F)COCC[Si](C)(C)C 1-((5-bromo-3-fluoro-1-((2-(trimethylsilyl)ethoxy)methyl)-1H-pyrrolo[2,3-b]pyridin-6-yl)oxy)propan-2-amine